N-((3S,4S)-3-amino-1-(5-(6-ethoxy-1H-pyrazolo[3',4':3,4]pyrazolo[1,5-a]pyridin-4-yl)pyridin-2-yl)piperidin-4-yl)-2-chloro-6-methylbenzamide N[C@H]1CN(CC[C@@H]1NC(C1=C(C=CC=C1C)Cl)=O)C1=NC=C(C=C1)C=1C=2N(C=C(C1)OCC)N=C1C2C=NN1